4-amino-3,5-dibromopyridine NC1=C(C=NC=C1Br)Br